C(C1=CC=CC=C1)N(C1(COC1)CNC=1C=2N(C=C(C1)C1CC1)C=C(N2)[C@@H](C)NC(OC(C)(C)C)=O)C tert-butyl (R)-(1-(8-(((3-(benzyl(methyl)amino)oxetan-3-yl)methyl)amino)-6-cyclopropylimidazo[1,2-a]pyridin-2-yl)ethyl)carbamate